ClC1=CC=C2C=C(CN(C2=C1)S(=O)(=O)C1=CC=C(C)C=C1)C1=CC=CC=C1 7-chloro-3-phenyl-1-tosyl-1,2-dihydroquinoline